(S)-1-(pyridine-2-yl)ethanol N1=C(C=CC=C1)[C@H](C)O